N1(CCCC1)C=1C=C(CN2CCN(CC2)C(=O)N2N=C(C=C2)NS(=O)(=O)C)C=C(C1)C(F)(F)F N-(1-(4-(3-(Pyrrolidin-1-yl)-5-(trifluoromethyl)benzyl)piperazine-1-carbonyl)-1H-pyrazol-3-yl)methanesulfonamide